4-[2-([3-[(2-aminoethoxy)methyl]phenyl]methoxy)ethoxy]-2-(2,6-dioxopiperidin-3-yl)isoindole-1,3-dione NCCOCC=1C=C(C=CC1)COCCOC1=C2C(N(C(C2=CC=C1)=O)C1C(NC(CC1)=O)=O)=O